BrC=1C=C(C(=C(N)C1)NC1CSC1)C(F)(F)F 5-bromo-2-(3-thietanylamino)-3-(trifluoromethyl)aniline